4-fluoro-2-[6-(5-{[(2S)-1-(1H-tetrazol-1-yl)propan-2-yl]oxy}pyridin-3-yl)imidazo[1,2-b]pyridazin-3-yl]benzonitrile hydrochloride Cl.FC1=CC(=C(C#N)C=C1)C1=CN=C2N1N=C(C=C2)C=2C=NC=C(C2)O[C@H](CN2N=NN=C2)C